NC=1N(N=C2CN(CCC21)S(=O)(=O)CC(F)F)C(=O)C2CCNC1=CC=C(C=C21)F (3-amino-6-(2,2-difluoroethylsulfonyl)-4,5,6,7-tetrahydropyrazolo[3,4-c]pyridin-2-yl)(6-fluoro-1,2,3,4-tetrahydroquinolin-4-yl)methanone